ClC=1N=CSC1CC1=CC=C(CC2C(N(C(C(OC(C(N(C(C(OC(C(N(C(C(OC(C(N(C(C(O2)=O)CC(C)C)C)=O)C)=O)CC(C)C)C)=O)CC2=CC=C(C=C2)CC2=C(N=CS2)Cl)=O)CC(C)C)C)=O)C)=O)CC(C)C)C)=O)C=C1 6,18-bis(4-((4-chlorothiazol-5-yl)methyl)benzyl)-3,9,15,21-tetraisobutyl-4,10,12,16,22,24-hexamethyl-1,7,13,19-tetraoxa-4,10,16,22-tetraazacyclotetracosan-2,5,8,11,14,17,20,23-octaone